C1(CCCCC1)C(C1CCCCC1)=C(C(=O)OCC)C(=O)OCC diethyl (dicyclohexylmethylene)malonate